N-[[6-(3,4-Dihydro-1H-isochinolin-2-yl)-2-pyridyl]sulfonyl]-2-(2,2,4-trimethylpyrrolidin-1-yl)pyridin-3-carboxamid C1N(CCC2=CC=CC=C12)C1=CC=CC(=N1)S(=O)(=O)NC(=O)C=1C(=NC=CC1)N1C(CC(C1)C)(C)C